2-methyl-1-oxo-2,8-diazaspiro[4.5]decane-8-carboxylic acid tert-butyl ester C(C)(C)(C)OC(=O)N1CCC2(CCN(C2=O)C)CC1